C(CCCCCCCCCCCCCCC)(=O)OC(CC=1N=CN(C1)C)COC(CCCCCCCCCCCCCCC)=O 4-(2,3-di-palmitoyloxy-propyl)-1-methyl-1H-imidazole